C(C)(C)C1=CC(=NN1)C(=O)N1C[C@@H]2C([C@@H]2C1)C(=O)N1[C@H](CCC1)C (5-isopropyl-1H-pyrazol-3-yl)-[(1S,5R)-6-[(2S)-2-methylpyrrolidine-1-carbonyl]-3-azabicyclo[3.1.0]hex-3-yl]methanone